N-cyclopropyl-2-(difluoromethoxy)-4-[7-[1-[(2S)-2-(hydroxymethyl)morpholin-4-yl]ethyl]imidazo[1,2-a]pyridin-3-yl]-6-methoxy-benzamide C1(CC1)NC(C1=C(C=C(C=C1OC)C1=CN=C2N1C=CC(=C2)C(C)N2C[C@H](OCC2)CO)OC(F)F)=O